S1C=NC2=C1C=C1CCCC1=C2 6,7-dihydro-5H-indeno[5,6-d]thiazole